C(=O)(OC(C)(C)C)N1CCC(=CC1)C1=CC=C2CNC(C2=C1)=O 6-(N-Boc-3,6-dihydropyridin-4-yl)-isoindolin-1-one